C1(=CC=CC=C1)NC(=O)C=1OC=CC1 furan-2-carboxylic acid phenylamide